NC=1C(NN=CC1)=O AMINO-PYRIDAZINON